N-Benzyl-N-(2-(2,4-dihydroxy-5-methylbenzoyl)isoindolin-4-yl)acrylamide C(C1=CC=CC=C1)N(C(C=C)=O)C1=C2CN(CC2=CC=C1)C(C1=C(C=C(C(=C1)C)O)O)=O